N-methyl-N-(2-(1-methyl-1H-pyrazol-4-yl)-6-nitrophenyl)methylsulfonamide CN(S(=O)=O)CC1=C(C=CC=C1[N+](=O)[O-])C=1C=NN(C1)C